CC=1C(=NC=CC1)C=1C(=NC=C(C1)C)C(=O)N1[C@@H]2[C@@H](C[C@H](C1)C2)NC2=NC=C(C=C2)C(F)(F)F (3,5'-dimethyl-[2,3'-bipyridine]-2'-yl)((1S,4S,6R)-6-((5-(trifluoromethyl)pyridin-2-yl)amino)-2-azabicyclo[2.2.1]hept-2-yl)methanone